5-(2,4-difluorophenyl)-4-(2-methoxyethoxy)-N-(3-((4-methylpiperazin-1-yl)methyl)phenyl)-7H-pyrrolo[2,3-d]pyrimidin-2-amine FC1=C(C=CC(=C1)F)C1=CNC=2N=C(N=C(C21)OCCOC)NC2=CC(=CC=C2)CN2CCN(CC2)C